C(C)(C)(C)OC(NC1=C(SC(=C1)CC)CC)=O (2,5-Diethylthiophen-3-yl)carbamic acid tert-butyl ester